3-(4-chloro-3-(((4-methoxybenzyl) oxy) methyl) phenyl)-3-(1,4-dimethyl-1H-benzo[d][1,2,3]triazol-5-yl)-2,2-dimethylpropionate ClC1=C(C=C(C=C1)C(C(C(=O)[O-])(C)C)C1=C(C2=C(N(N=N2)C)C=C1)C)COCC1=CC=C(C=C1)OC